CCCCCCCCC(CCCCCCCC)OC(CCCCCCCN(CCCCCC(OCCCCCCCCCCC)=O)CCO)=O 8-{(2-hydroxyethyl)[6-oxo-6-(undecyloxy)hexyl]amino}octanoic acid 9-heptadecyl ester